COC=NN=C(C(CN1N=C(N=C1)C(F)(F)F)C)C1=CC=CC=C1.CC(C)(CCC(C)(OOC(C)(C)C)C)OOC(C)(C)C 2,5-dimethyl-2,5-di(t-butyl-peroxy)hexane methyl-N-(1-phenyl-2-methyl-3-(3-(trifluoromethyl)-1H-1,2,4-triazol-1-yl)propylidene)formhydrazonate